O1C=COC2=NC=CC=C21 dioxino[2,3-b]pyridine